ClC1=C(C=CC=C1)C=1CC[C@H](N1)C(=O)OC (S)-methyl 5-(2-chlorophenyl)-3,4-dihydro-2H-pyrrole-2-carboxylate